1,1-dimethyl-4-methylenespiro[4.5]decan-6-one CC1(CCC(C12C(CCCC2)=O)=C)C